((3,5-difluoropyridin-2-yl)amino)-4-((5-ethyl-1-methyl-4-oxo-4,5-dihydro-1H-pyrrolo[3,2-c]pyridin-3-yl)amino)-N-methylnicotinamide FC=1C(=NC=C(C1)F)NC1=C(C(=O)NC)C(=CC=N1)NC1=CN(C2=C1C(N(C=C2)CC)=O)C